FC(C=1C=NC(=NC1)C=1C=C2C=CN(C(C2=CC1F)=O)C[C@@H](C[C@H](C)OC=1C=NNC(C1C(F)(F)F)=O)O)F 6-(5-(difluoromethyl)pyrimidin-2-yl)-7-fluoro-2-((2R,4S)-2-hydroxy-4-((6-oxo-5-(trifluoromethyl)-1,6-dihydropyridazin-4-yl)oxy)pentyl)isoquinolin-1(2H)-one